1-{8-methoxy-7-[3-(pyrrolidin-1-yl)propoxy]-5H-pyrido[4,3-b]indol-1-yl}-1-azaspiro[3.3]heptane COC1=CC=2C3=C(NC2C=C1OCCCN1CCCC1)C=CN=C3N3CCC31CCC1